Cl.FC1=C(C(=CC=C1)C)N1N=CC(=C1)C1=NC=NC=C1OC[C@@H]1C[C@@H](CCC1)N (1r,3s)-3-(((4-(1-(2-fluoro-6-methylphenyl)-1H-pyrazol-4-yl)pyrimidin-5-yl)-oxy)-methyl)-cyclohexane-1-amine hydrochloride